oxathioline O1SC=CC1